1-(4-(2-((5-(1H-pyrazol-4-yl)thiazolo[5,4-b]-pyridin-2-yl)amino)-pyridin-4-yl)piperazin-1-yl)-2-(dimethylamino)-ethanone N1N=CC(=C1)C1=CC=C2C(=N1)SC(=N2)NC2=NC=CC(=C2)N2CCN(CC2)C(CN(C)C)=O